4-Cyclobutoxy-2-cyclopentyl-N-(4-(methylsulfonyl)but-3-en-2-yl)pyrimidine-5-carboxamide C1(CCC1)OC1=NC(=NC=C1C(=O)NC(C)C=CS(=O)(=O)C)C1CCCC1